L-1-N-benzyl-3,3-difluoro-N-methylpiperidin-4-amine C(C1=CC=CC=C1)N1CC(C(CC1)NC)(F)F